6-(4-(difluoromethoxy)phenyl)-4-hydroxy-N-((1s,4s)-4-methylcyclohexyl)-1-(2-morpholinoethyl)-2-oxo-1,2-dihydroquinoline-3-carboxamide FC(OC1=CC=C(C=C1)C=1C=C2C(=C(C(N(C2=CC1)CCN1CCOCC1)=O)C(=O)NC1CCC(CC1)C)O)F